C(C)C1=NC(=NC(=N1)CC)C1=CC=C(C=C1)C 2,4-diethyl-6-p-methylphenyl-1,3,5-triazine